IC=1N=C(N2N=CN=C(C21)N)[C@H](C(F)(F)F)C (R)-5-iodo-7-(1,1,1-trifluoropropan-2-yl)imidazo[5,1-f][1,2,4]triazin-4-amine